(E)-1-Hydroxy-4-[4-[(E)-3-[4-(4-methylsulfonylpiperazin-1-yl)phenyl]-3-oxoprop-1-enyl]phenyl]but-3-en-2-one OCC(\C=C\C1=CC=C(C=C1)\C=C\C(=O)C1=CC=C(C=C1)N1CCN(CC1)S(=O)(=O)C)=O